(S)-3-methyl-4-oxo-2-oxa-8-azaspiro[4.5]decane C[C@@H]1OCC2(C1=O)CCNCC2